N-[5-(4-cyanophenyl)-4-fluoro-2-[(3R,5S)-3,4,5-trimethylpiperazin-1-yl]phenyl]-6-oxo-4-(trifluoromethyl)-1H-pyridine-3-carboxamide C(#N)C1=CC=C(C=C1)C=1C(=CC(=C(C1)NC(=O)C1=CNC(C=C1C(F)(F)F)=O)N1C[C@H](N([C@H](C1)C)C)C)F